FC1([C@@H]([C@@H](N(C1)C(=O)OC(C)(C)C)CC1=CC(=CC=C1)O)NS(=O)(=O)C)F tert-butyl (2S,3R)-4,4-difluoro-2-[(3-hydroxyphenyl)methyl]-3-[(methanesulfonyl)amino]pyrrolidine-1-carboxylate